1,3-bis(2,4,6-trimethylphenyl)-2-(imidazolidinyl)(dichlorobenzylidene)(tricyclohexylphosphine) ruthenium [Ru].CC1=C(C(=CC(=C1)C)C)C1(C(Cl)=C2C(CCCC2)P(C2CCCCC2)C2CCCCC2)C(C(=C(C=C1)Cl)C1=C(C=C(C=C1C)C)C)N1CNCC1